C(C1=CC=CC=C1)[C@@H](C(NCC(NCOCC(F)(F)F)=O)=O)NC(CNC(CNC(CCCCCN1C(C=CC1=O)=O)=O)=O)=O (S)-N-(10-benzyl-1,1,1-trifluoro-6,9,12,15-tetraoxo-3-oxa-5,8,11,14-tetrazahexadecan-16-yl)-6-(2,5-dioxo-2,5-dihydro-1H-pyrrol-1-yl)hexanamide